COC(C=1C(NC=C(CC2=CC=C(C=C2)C(C)(C)C)C)=CC=CC1)=O N-[3-(4-tert-butylphenyl)-2-methyl-1-propenyl]anthranilic acid methyl ester